3-[(1-{[2-(2,6-dioxo-hexahydropyridin-3-yl)-1,3-dioxo-2,3-dihydro-1H-isoindol-4-yl]amino}-15-oxo-3,6,9,12-tetraoxapentadec-15-yl)amino]benzamide O=C1NC(CCC1N1C(C2=CC=CC(=C2C1=O)NCCOCCOCCOCCOCCC(=O)NC=1C=C(C(=O)N)C=CC1)=O)=O